C(C)C1=NC(=NO1)C=1C=C2CC[C@H](C2=CC1)NC(OCC1CN(C1)C(C)=O)=O (1-acetylazetidin-3-yl)methyl (R)-(5-(5-ethyl-1,2,4-oxadiazol-3-yl)-2,3-dihydro-1H-inden-1-yl)carbamate